(3aS,6aS)-5-(5-isopropoxypyrimidin-2-yl)-2,3,3a,4,6,6a-hexahydro-1H-pyrrolo[3,4-c]pyrrole C(C)(C)OC=1C=NC(=NC1)N1C[C@H]2[C@H](C1)CNC2